FC1(CCN(CCC1)C=1N=NC(=C(C1C(=O)NC1=CC(=CC=C1)[S@@](=O)(=NC(CNC)=O)C)C)C(F)(F)F)F (R)-3-(4,4-difluoroazepan-1-yl)-5-methyl-N-(3-(S-methyl-N-(methylglycyl)sulfonimidoyl)phenyl)-6-(trifluoromethyl)pyridazine-4-carboxamide